FC1=C(CC2=NC3=C(N2CCOC)C=C(C=C3)C(=O)O)C=C(C(=C1)C1=NC(=CC=C1)OCC1=C(C=C(C=C1)C1=CC=NN1C)F)F 2-(2,5-difluoro-4-(6-((2-fluoro-4-(1-methyl-1H-pyrazol-5-yl)benzyl)oxy)pyridin-2-yl)benzyl)-1-(2-methoxyethyl)-1H-benzo[d]imidazole-6-carboxylic acid